ClC1=C(C=C(C#N)C=C1)C(C=1N(N=C(C1)[N+](=O)[O-])C)O 4-chloro-3-[hydroxy-(2-methyl-5-nitropyrazol-3-yl)methyl]Benzonitrile